CN(CCC(O)C1=CC=C(C=C1)F)C 3-(dimethylamino)-1-(4-fluorophenyl)-1-propanol